C[C@H]1COCCN1C(=O)C1=CC(=CC=C1)C1=C2C(=NC=C1)C=C(O2)C=2C=NC(=CC2)S(=O)(=O)C (S)-(3-methylmorpholino)(3-(2-(6-(methylsulfonyl)pyridin-3-yl)furo[3,2-b]pyridin-7-yl)phenyl)methanone